[1-(benzhydrylamino)cyclopropyl]Butan-2-one C(C1=CC=CC=C1)(C1=CC=CC=C1)NC1(CC1)CC(CC)=O